ClC1=C(C(=CC=C1)Cl)N1N=C(C(=N1)C(=O)N)NC1=NC=C(C=C1)C(=O)N1CC(C1)(C)C 2-(2,6-dichlorophenyl)-5-((5-(3,3-dimethylazetidine-1-carbonyl)pyridin-2-yl)amino)-2H-1,2,3-triazole-4-carboxamide